(±)-methyl 2-((4-(4-methoxyphenyl)-2-methylbut-1-en-1-yl)oxy)propanoate COC1=CC=C(C=C1)CCC(=CO[C@@H](C(=O)OC)C)C |r|